4-((6-(3-Hydroxy-3-methylbutoxy)-1-methyl-1H-pyrazolo[3,4-d]pyrimidin-4-yl)aminomethyl)-benzenesulfonamide OC(CCOC1=NC(=C2C(=N1)N(N=C2)C)NCC2=CC=C(C=C2)S(=O)(=O)N)(C)C